3-cyano-2H-3H-indazole C(#N)C1NNC2=CC=CC=C12